5,5'-diallyl-3-nitro-[1,1'-biphenyl]-2,2'-diol C(C=C)C1=CC(=C(C(=C1)C=1C(=CC=C(C1)CC=C)O)O)[N+](=O)[O-]